CC(=O)CC(=O)C Pentanedione